ClC1=C(C=C(CCC2(CN(CCC2)C(=O)OC(C)(C)C)C(=O)OCC)C=C1)C(F)(F)F 1-tert-butyl 3-ethyl 3-(4-chloro-3-(trifluoromethyl)phenethyl)-piperidine-1,3-dicarboxylate